Br[C@H]1O[C@@H]([C@H]([C@@H]([C@H]1O)O)O)CO (2R,3R,4S,5S,6R)-2-Bromo-6-(hydroxymethyl)tetrahydro-2H-pyran-3,4,5-triol